3-(5-(2-(2H-1,2,3-Triazol-2-yl)acetyl)-2-isopropoxyphenyl)-2-(1-(4-(2-(4-chlorophenoxy)acetyl)piperazin-1-yl)ethyl)quinazolin-4(3H)-one N=1N(N=CC1)CC(=O)C=1C=CC(=C(C1)N1C(=NC2=CC=CC=C2C1=O)C(C)N1CCN(CC1)C(COC1=CC=C(C=C1)Cl)=O)OC(C)C